N[C@@H](CCC(=O)N[C@@H](CCSC)C(=O)O)C(=O)O Gamma-Glutamylmethionine